1-((1R,3R)-3-fluorocyclopentyl)-3-(6-methoxy-2-methylpyridin-3-yl)-7-(trifluoromethyl)-2,3-dihydroquinazolin F[C@H]1C[C@@H](CC1)N1CN(CC2=CC=C(C=C12)C(F)(F)F)C=1C(=NC(=CC1)OC)C